C(C)N(C(C1=CC=C(C=C1)F)=O)CCCCCCC(=O)N(CC1CCNCC1)CC1=NC(=NC=C1)NC N-ethyl-4-fluoro-N-(7-(((2-(methylamino)pyrimidin-4-yl)methyl)(piperidin-4-ylmethyl)amino)-7-oxoheptyl)benzamide